2-bromo-9-trimethylsilyloxy-fluorene-9-carbonitrile BrC1=CC=2C(C3=CC=CC=C3C2C=C1)(C#N)O[Si](C)(C)C